OC1(CN(C2CC1C2)C(=O)OC(C)(C)C)C tert-butyl 4-hydroxy-4-methyl-2-azabicyclo[3.1.1]heptane-2-carboxylate